N-(3-cyano-2-methyloxetan-3-yl)-1-[5-(difluoromethyl)-1,3,4-thiadiazol-2-yl]-4-[4-(2-methylpropanoyl)piperazin-1-yl]indazole-6-sulfonamide C(#N)C1(C(OC1)C)NS(=O)(=O)C1=CC(=C2C=NN(C2=C1)C=1SC(=NN1)C(F)F)N1CCN(CC1)C(C(C)C)=O